4-((2S)-4-cyclobutylpiperidin-2-yl) maleate C(\C=C/C(=O)O[C@@H]1NCCC(C1)C1CCC1)(=O)[O-]